(2S)-2-[9H-fluoren-9-ylmethoxycarbonyl(propyl)amino]-4-methyl-pentanoic acid C1=CC=CC=2C3=CC=CC=C3C(C12)COC(=O)N([C@H](C(=O)O)CC(C)C)CCC